7-FLUORO-6-HYDROXYINDOLE-3-CARBOXALDEHYDE FC=1C(=CC=C2C(=CNC12)C=O)O